N1NCCCCCCCCCCCC1 diazacyclotetradecane